ClC1=CC(=C(C=C1)CN(CCC(=O)NO)CC1=C(C=C(C=C1)Cl)F)F 3-[bis[(4-chloro-2-fluoro-phenyl)methyl]-amino]propanehydroxamic acid